ClC1=C2C(=NC(=C1C)[N+](=O)[O-])CCO2 7-chloro-6-methyl-5-nitro-2,3-dihydrofuro[3,2-b]pyridine